C(CCCCCCCCC)P(O)O decyl-phosphonous acid